CC1CC=2NN3C(=CNCC3C)C2CN1 3,7-dimethyl-1,2,3,4,8,9-hexahydropyrido[4',3':3,4]Pyrazolo[1,5-a]Pyrazine